ClC1=CC=C(CN2N=C(N=C2N)NC2=CC=CC=C2)C=C1 1-(4-chlorobenzyl)-N3-phenyl-1H-1,2,4-triazole-3,5-diamine